8-((1R,2R)-2-hydroxy-2-methylcyclopentyl)-6-iodopyrido[2,3-d]Pyrimidine-7(8H)-one O[C@]1([C@@H](CCC1)N1C(C(=CC2=C1N=CN=C2)I)=O)C